[O-2].C(CCCCC)[Al](CCCCCC)CCCCCC trihexylaluminum oxide